BrC1=CC2=C(N(C(=N2)NCC)C)C=C1 5-bromo-N-ethyl-1-methyl-1H-benzo[d]imidazol-2-amine